FN(C(C)C)C1=CC=CC=C1 fluorophenyl-isopropyl-amine